[Na+].P(=O)([O-])(O)O phosphate monosodium salt